ClC1=C(C=CC=C1C1C(NC(CC1)=O)=O)C1=CC=C(OCC=2N=CN(C2)C(=O)OC(C)(C)C)C=C1 tert-butyl 4-[[4-[2-chloro-3-(2,6-dioxo-3-piperidyl)phenyl] phenoxy]methyl]imidazole-1-carboxylate